[(1R,3S)-3-(tert-butoxycarbonylamino)cyclohexyl]methyl 4-methylbenzenesulfonate CC1=CC=C(C=C1)S(=O)(=O)OC[C@H]1C[C@H](CCC1)NC(=O)OC(C)(C)C